6'-chloro-4'-fluoro-5-((1-methylpiperidin-4-yl)oxy)-2,3'-bipyridine ClC1=CC(=C(C=N1)C1=NC=C(C=C1)OC1CCN(CC1)C)F